ClC1=NCN(CN1C(C)(C)C)CC 6-chloro-N-(1,1-dimethylethyl)-N'-ethyl-1,3,5-triazine